BrC1=CN=C2C(=C(C(NC2=C1)=O)C)C(F)F 7-bromo-4-(difluoromethyl)-3-methyl-1H-1,5-naphthyridin-2-one